4-(3-[[4-(4-[3-[(tert-butoxycarbonyl)amino]propanamido]-1-methylimidazole-2-amido)-1-methylpyrrol-2-yl]formamido]propanamido)-1-methylimidazole-2-carboxylic acid C(C)(C)(C)OC(=O)NCCC(=O)NC=1N=C(N(C1)C)C(=O)NC=1C=C(N(C1)C)C(=O)NCCC(=O)NC=1N=C(N(C1)C)C(=O)O